COC1=CC=C(COC2=NC(=CC(=C2)OCC2=CC=C(C=C2)OC)OCCCCCCCC)C=C1 2,4-bis((4-methoxybenzyl)oxy)-6-(octyloxy)pyridine